tert-butyl 6-cyclopropyl-6-hydroxy-1,4-oxazepane-4-carboxylate C1(CC1)C1(CN(CCOC1)C(=O)OC(C)(C)C)O